N-(2-{[(2-cyanophenyl)methyl]sulfanyl}ethyl)-2-{methyl[1-(3-nitrophenyl)ethyl]amino}acetamide C(#N)C1=C(C=CC=C1)CSCCNC(CN(C(C)C1=CC(=CC=C1)[N+](=O)[O-])C)=O